aminomethylphenyl-triazole NCC1=C(N=NN1)C1=CC=CC=C1